BrC1=C(C=C2C(=C(C(=NC2=C1)Cl)C(C)C)C1=CC=C(C=C1)OC)C=O 7-bromo-2-chloro-3-isopropyl-4-(4-methoxyphenyl)quinoline-6-carbaldehyde